(S)-1-((4-bromo-3-chlorophenyl)sulfonyl)pyrrolidin-3-ol tert-Butyl-4-hydroxy-3-methyl-6-oxo-5-(phenylcarbamothioyl)-3,6-dihydropyridine-1(2H)-carboxylate C(C)(C)(C)C1N(C(C(=C(C1C)O)C(NC1=CC=CC=C1)=S)=O)C(=O)O[C@@H]1CN(CC1)S(=O)(=O)C1=CC(=C(C=C1)Br)Cl